CN(C1CCC(CC1)OC1=NNC2=CC(=CC(=C12)C)C=1C=C(C=2N(C1)N=CN2)C)C N,N-dimethyl-4-((4-methyl-6-(8-methyl-[1,2,4]triazolo[1,5-a]pyridin-6-yl)-1H-indazol-3-yl)oxy)cyclohexan-1-amine